(phenoxymethyl)-3-(p-tolyl)isoquinoline O(C1=CC=CC=C1)CC1=NC(=CC2=CC=CC=C12)C1=CC=C(C=C1)C